ClC1=NC=CC(=C1)C=1C=CC(=C(C1)S(=O)(=O)N1CCNCC1)C ((5-(2-chloropyridin-4-yl)-2-methylphenyl)sulfonyl)piperazine